N-{2-[3-chloro-6-(dimethylamino)pyridin-2-yl]-5-(2,6-difluoro-4-methoxyphenyl)-1-methyl-3-oxo-2,3-dihydro-1H-pyrazol-4-yl}-4-(difluoromethoxy)benzamide ClC=1C(=NC(=CC1)N(C)C)N1N(C(=C(C1=O)NC(C1=CC=C(C=C1)OC(F)F)=O)C1=C(C=C(C=C1F)OC)F)C